[N+]1(=CC=CC=C1)[N-]C(C1=CC=C(C=C1)OC1=CC=C(C=C1)OC(F)(F)F)=O pyridin-1-ium-1-yl(4-(4-(trifluoromethoxy)phenoxy)benzoyl)amide